C(=O)(O)C1CC2C(C1)C(=O)OC2=O 4-carboxy-1,2-cyclopentanedicarboxylic anhydride